C(C)OC(=O)C1=NC2=CC=C(C=C2C(=C1)C(F)(F)F)O 6-hydroxy-4-(trifluoromethyl)quinoline-2-carboxylic acid ethyl ester